3-isopropoxy-1,2-propylene glycol C(C)(C)OCC(CO)O